NC=1C(=NC(=CN1)C1=C(C=C(C=C1)NC(C(O)C1=CC(=CC(=C1)F)F)=O)C)C(=O)NC(C)C 3-amino-6-(4-(2-(3,5-difluorophenyl)-2-hydroxyacetamido)-2-methylphenyl)-N-isopropylpyrazine-2-carboxamide